N1=CN=CC(=C1)C=1C=CC=C2C=NC=NC12 8-(pyrimidin-5-yl)quinazolin